BrC=1C=C2C(C(=NC2=C(C1)F)C(C)(C)O)(C)C 2-(5-Bromo-7-fluoro-3,3-dimethyl-3H-indol-2-yl)propan-2-ol